6-(3-chloro-4-((1S,2S)-2-(4-fluorophenyl)cyclopropyl)-5',6-dimethyl-2-oxo-2H-[1,4'-bipyridin]-2'-yl)-5-fluoro-1-(tetrahydro-2H-pyran-2-yl)-1H-indazole-4-carboxylic acid ClC=1C(N(C(=CC1[C@@H]1[C@H](C1)C1=CC=C(C=C1)F)C)C1=CC(=NC=C1C)C=1C(=C(C=2C=NN(C2C1)C1OCCCC1)C(=O)O)F)=O